N-[5-cyclopropyl-1-(oxan-2-yl)-1H-pyrazol-3-yl]-5-methoxy-1,2-benzoxazole-3,6-diamine C1(CC1)C1=CC(=NN1C1OCCCC1)NC1=NOC2=C1C=C(C(=C2)N)OC